7-((S)-2-amino-3-fluoropropyl)-2-(1-(cyclopropylmethyl)-5-fluoro-7-((1-(oxazol-5-yl)propan-2-yl)oxy)-1H-indol-2-yl)-3-methyl-3,5,6,7-tetrahydro-8H-imidazo[4,5-b][1,6]naphthyridin-8-one N[C@@H](CN1C(C=2C=C3C(=NC2CC1)N(C(=N3)C=3N(C1=C(C=C(C=C1C3)F)OC(CC3=CN=CO3)C)CC3CC3)C)=O)CF